C=C1OC=CO1 2-methylene-1,3-dioxole